ClC=1C(=C(C=CC1Cl)NC1=NC=NC2=CC(=C(C=C12)OC1CCN(CC1)C(CCCCCSC1=C2CN(C(C2=CC=C1)=O)C1C(NC(CC1)=O)=O)=O)OC)F 3-(4-((6-(4-((4-((3,4-dichloro-2-fluorophenyl)amino)-7-methoxyquinazolin-6-yl)oxy)piperidin-1-yl)-6-oxohexyl)thio)-1-oxoisoindolin-2-yl)piperidine-2,6-dione